1-[4-(4-Hydroxy-phenyl)-piperazin-1-yl]-2-(3,4,5-trifluoro-phenyl)-ethanone OC1=CC=C(C=C1)N1CCN(CC1)C(CC1=CC(=C(C(=C1)F)F)F)=O